2-Phenylethylamin C1(=CC=CC=C1)CCN